2-cyclopropyl-4-methylbenzoate C1(CC1)C1=C(C(=O)[O-])C=CC(=C1)C